N-[1-(3-bromo-6-methoxypyridin-2-yl)-3-cyclohexylpropan-2-yl]-2-methylpropan-2-sulfinamide BrC=1C(=NC(=CC1)OC)CC(CC1CCCCC1)NS(=O)C(C)(C)C